N-(4-((4-([1,2,4]triazolo[1,5-a]pyridin-7-yloxy)-5-chloro-2-methoxyphenyl)amino)-7-methoxyquinazolin-6-yl)-2-fluoro-3-(1-methylpyrrolidin-2-yl)acrylamide N=1C=NN2C1C=C(C=C2)OC2=CC(=C(C=C2Cl)NC2=NC=NC1=CC(=C(C=C21)NC(C(=CC2N(CCC2)C)F)=O)OC)OC